4-bromo-5,5-dimethyl-3-((2,3,5,6-tetrafluoro-4-(methoxymethyl)benzyl)sulfonyl)-4,5-dihydroisoxazole BrC1C(=NOC1(C)C)S(=O)(=O)CC1=C(C(=C(C(=C1F)F)COC)F)F